C1(=C(C=CC=C1)C=1C(=C2C(=CC1)N=C1C=CC3=C4C=CC=CC4=NC3=C12)C1=C(C=CC=C1)C1=NN=NC(=C1C1=CC=CC=C1)C1=CC=CC=C1)C=1C(=CC=CC1)C1=CC=CC=C1 (terphenylyl)[(diphenyltriazinyl)phenyl]indolocarbazole